(S)-N-((S)-(4-bromothiazol-2-yl)((2S,5R)-3,6-diethoxy-5-isopropyl-2,5-dihydropyrazin-2-yl)methyl)-2-methylpropane-2-sulfinamide BrC=1N=C(SC1)[C@@H](N[S@@](=O)C(C)(C)C)[C@@H]1N=C([C@H](N=C1OCC)C(C)C)OCC